(6-benzyl-1-(1-(4-fluorophenyl)-6-methyl-1H-indazol-5-yl)-3-azabicyclo[3.1.0]hexane-3-yl)(phenyl)methanone C(C1=CC=CC=C1)C1C2CN(CC12C=1C=C2C=NN(C2=CC1C)C1=CC=C(C=C1)F)C(=O)C1=CC=CC=C1